2,2'-bipyridine copper chloride [Cu](Cl)Cl.N1=C(C=CC=C1)C1=NC=CC=C1